1-[4-[(4,5-dichloro-2-methoxyphenyl)carbonyl]piperidin-1-yl]ethan-1-one ClC1=CC(=C(C=C1Cl)C(=O)C1CCN(CC1)C(C)=O)OC